antimony triselenium [Se].[Se].[Se].[Sb]